4-[1-methyl-5-({5-[(2S)-2-methyl-4-(oxetan-3-yl)piperazin-1-yl]pyridin-2-yl}amino)-6-oxo-1,6-dihydropyridin-3-yl]pyridine-3-carboxylic acid CN1C=C(C=C(C1=O)NC1=NC=C(C=C1)N1[C@H](CN(CC1)C1COC1)C)C1=C(C=NC=C1)C(=O)O